5-chloro-4-(6-fluoropyridin-3-yl)-6-(2-hydroxy-2-methylpropyloxy)pyrazolo[1,5-a]pyridine-3-carbonitrile ClC1=C(C=2N(C=C1OCC(C)(C)O)N=CC2C#N)C=2C=NC(=CC2)F